O=C1CC[C@H](N1)C1=CC=C(CC=2C(NC3=CC=CC=C3C2)=O)C=C1 (S)-3-(4-(5-oxopyrrolidin-2-yl)benzyl)quinolin-2(1H)-one